5-((1S)-1-amino-2-(6-fluoro-2,3-dimethylphenyl)propyl)-1,3,4-oxadiazol-2(3H)-one N[C@@H](C(C)C1=C(C(=CC=C1F)C)C)C1=NNC(O1)=O